(trans)-tert-butyl hexahydropyrrolo[3,4-b][1,4]oxazine-6(2H)-carboxylate O1[C@H]2[C@H](NCC1)CN(C2)C(=O)OC(C)(C)C